(S)-2-(4-(4-(1-(pent-3-yl)-1H-pyrazol-4-yl)pyrazolo[1,5-a]pyrazin-6-yl)-1H-pyrazol-1-yl)propan-1-ol CCC(CC)N1N=CC(=C1)C=1C=2N(C=C(N1)C=1C=NN(C1)[C@H](CO)C)N=CC2